2-(3-Chlorophenyl)-2,2-difluoro-1-phenylethan-1-one ClC=1C=C(C=CC1)C(C(=O)C1=CC=CC=C1)(F)F